ClC=1C=C(C=C(C1)NS(=O)(=O)C)NC(=O)C=1SC(=C(C1F)C1=NC=C(C=N1)OC(C)C)C N-(3-chloro-5-(methylsulfonamido)phenyl)-3-fluoro-4-(5-isopropoxypyrimidin-2-yl)-5-methylthiophene-2-carboxamide